C(C1=CC=CC=C1)N1CC(=C(C=C1CCC=C)C1=CC=CC=C1)Br 1-benzyl-3-bromo-6-but-3-en-1-yl-4-phenylpyridin